6-(benzyloxy)-4-(methoxymethyl)-3-(pyridin-2-yl)-9H-pyrido[3,4-b]indole C(C1=CC=CC=C1)OC=1C=C2C3=C(NC2=CC1)C=NC(=C3COC)C3=NC=CC=C3